BrC=1C=C(C=CC1C([2H])([2H])[2H])C(CO)(C(F)(F)F)O 2-(3-Bromo-4-(methyl-d3)phenyl)-3,3,3-trifluoropropane-1,2-diol